CC(CC)N[C@@H]([C@@H](C)CC)C(=O)O 1-methylpropan-1-yl(isoleucine)